(S)-11-((1,1-dihydroxyisothiazolidin-2-yl)methyl)-4-ethyl-4-hydroxy-1,12-dihydro-14H-pyrano[3',4':6,7]indolizino[1,2-b]quinoline-3,14(4H)-dione OS1(N(CCC1)CC1=C2C(=NC=3C=CC=CC13)C1=CC3=C(C(N1C2)=O)COC([C@]3(O)CC)=O)O